CC=1C=CC(=C(C1)NS(=O)(=O)C)C1=C2C(=C(N=N1)N[C@H]1CNCCC1)N=CC=C2 (R)-N-(5-methyl-2-(8-(piperidin-3-ylamino)pyrido[2,3-d]pyridazin-5-yl)phenyl)methanesulfonamide